3-methylpyrimidin-4(3H)-one CN1C=NC=CC1=O